CN1C(N(C2=C1C(=CC=C2)CN2CC(C2)NC)C2C(NC(CC2)=O)=O)=O 3-(3-methyl-4-((3-(methylamino)azetidin-1-yl)methyl)-2-oxo-2,3-dihydro-1H-benzo[d]imidazol-1-yl)piperidine-2,6-dione